(l)-3-[2-(4-Difluoromethoxybenzoyl)-1,2,3,4-tetrahydroisoquinolin-5-yl]-3-(7-methoxy-1-methyl-1H-benzo[d][1,2,3]triazol-5-yl)propionic acid ethyl ester C(C)OC(CC(C1=CC2=C(N(N=N2)C)C(=C1)OC)C1=C2CCN(CC2=CC=C1)C(C1=CC=C(C=C1)OC(F)F)=O)=O